Chloro{5-(ethylsulfanyl)-1-methyl-4-[3-methyl-6-(pentafluoroethyl)-3H-imidazo[4,5-b]pyridin-2-yl]-1H-imidazol-2-yl}zinc lithium chloride [Cl-].[Li+].Cl[Zn]C=1N(C(=C(N1)C1=NC=2C(=NC=C(C2)C(C(F)(F)F)(F)F)N1C)SCC)C